NC1=C2N=CN(C2=NC(=N1)F)[C@H]1C[C@@H]([C@@](O1)(C#C)COP(=O)(OC1=CC=CC=C1)N[C@@H](C)C(=O)OCCCCCCCCCCCCC)O tridecyl ((((2R,3S,5R)-5-(6-amino-2-fluoro-9H-purin-9-yl)-2-ethynyl-3-hydroxytetrahydrofuran-2-yl)methoxy)(phenoxy)phosphoryl)-L-alaninate